CS(=O)(=O)C=1C=C(C=NC1)CCC(=O)O 3-(5-(methylsulfonyl)pyridine-3-yl)propionic acid